CS(=O)(=O)C=1C=CC2=C(O[C@H](CO2)CO)C1 (S)-(7-(methylsulfonyl)-2,3-dihydrobenzo[b][1,4]dioxin-2-yl)methanol